BrC1=CC(=C(C(C=O)=C1)O)C(F)(F)F 5-bromo-3-trifluoromethylsalicylaldehyde